ClC=1C=C2C(NCCCC3=CC=CC=C3C=3C(=CC(=C(NS(C(C1O)=C2)(=O)=O)C3)F)F)=O 15-chloro-21,23-difluoro-16-hydroxy-18lambda6-thia-11,19-diazatetracyclo[18.3.1.113,17.02,7]pentacosa-1(24),2,4,6,13,15,17(25),20,22-nonaene-12,18,18-trione